N1C(=NC2=C1C=CC=C2)CNC2=NC(=NC=1N2N=CC1C(C)C)N(C)C N4-[(1H-benzimidazol-2-yl)methyl]-N2,N2-dimethyl-8-(propan-2-yl)pyrazolo[1,5-a][1,3,5]triazine-2,4-diamine